(2S,5S)-4-[4-(trifluoromethyl)bicyclo[2.2.1]heptane-1-carbonyl]-2,3,4,5-tetrahydro-2,5-methanopyrido[3,4-f][1,4]oxazepine-9-carbonitrile FC(C12CCC(CC1)(C2)C(=O)N2C[C@H]1OC3=C([C@@H]2C1)C=NC=C3C#N)(F)F